C(C\C=C\CC)(=O)OCC\C=C/CCCCCC (Z)-3-Decenyl (E)-3-hexenoate